1-(7Z,10Z,13Z,16Z-docosatetraenoyl)-2-heptadecanoyl-glycero-3-phosphoserine CCCCCCCCCCCCCCCCC(=O)O[C@H](COC(=O)CCCCC/C=C\C/C=C\C/C=C\C/C=C\CCCCC)COP(=O)(O)OC[C@@H](C(=O)O)N